Boc-L-histidine methyl ester COC([C@@H](NC(=O)OC(C)(C)C)CC1=CNC=N1)=O